O=C(/C=C/C=1C=C(OCCN2CC=CC=C2)C=CC1)N1CCC=CC1=O (E)-N-(2-(3-(3-oxo-3-(6-oxo-3,6-dihydropyridin-1(2H)-yl)prop-1-en-1-yl)phenoxy)ethyl)pyridine